4-Ethyl-6-methylpyrazolo[1,5-a]pyrazine-2-carboxylic acid ethyl ester C(C)OC(=O)C1=NN2C(C(=NC(=C2)C)CC)=C1